C(C)(C)N(CC(O)C1=CNC2=NC=C(C=C21)OC)C 2-(isopropyl(methyl)amino)-1-(5-methoxy-1H-pyrrolo[2,3-b]pyridin-3-yl)ethan-1-ol